C1(CCCCC1)C1=CC=C(C=C1)C=1NC=2N(C(C1)=O)N=CC2C(=O)N2[C@H](CC2)CF (R)-5-(4-cyclohexylphenyl)-3-(2-(fluoromethyl)azetidine-1-carbonyl)pyrazolo[1,5-a]pyrimidin-7(4H)-one